C(C)(=O)OC([C@]([C@@](C(=O)OC(C)=O)(OC(\C=C\C1=CC(=C(C=C1)O)O)=O)C(C)=O)(OC(\C=C\C1=CC(=C(C=C1)O)O)=O)C(C)=O)=O tetraacetyl-(2R,3R)-2,3-bis[[(E)-3-(3,4-dihydroxyphenyl)prop-2-enoyl]oxy]butanedioic acid